N1=C(C=CC=C1COC=1C(=CC2=C(N=C[C@H]3N(C2=O)CC=C(C3)C=3SC=CC3)C1)OC)COC=1C(=CC3=C(N=C[C@H]2N(C3=O)CC=C(C2)C=2SC=CC2)C1)OC (6aS,6a'S)-3,3'-((Pyridine-2,6-diylbis(methylene))bis(oxy))bis(2-methoxy-8-(thiophen-2-yl)-7,10-dihydrobenzo[e]pyrido[1,2-a][1,4]diazepin-12(6aH)-one)